CC(=O)C=1C=2CCC(C2C=C(C1)C(C)(C)C)(C)C 6-tert.butyl-1,1-dimethyl-4-indanyl methyl ketone